C1(CC1)C1=C(C(=NO1)C1=C(C=CC=C1Cl)Cl)COC1CCN(CCC1)C1=CC=C(/C(/N)=N/O)C=C1 (Z)-4-(4-((5-cyclopropyl-3-(2,6-dichlorophenyl)isoxazol-4-yl)methoxy)azepan-1-yl)-N'-hydroxybenzimidamide